C(C)(C)(C)OC(NC1CCNC2(CCC2)C1)=O N-(5-azaspiro[3.5]non-8-yl)carbamic acid tert-butyl ester